ClC=1C(=CC2=C(N(C[C@H](N(S2(=O)=O)C)C2CCCCC2)C2=CC=CC=C2)C1)C=1C=C(C=CC1)P(O)(O)=O (R)-(3-(7-chloro-3-cyclohexyl-2-methyl-1,1-dioxido-5-phenyl-2,3,4,5-tetrahydrobenzo[f][1,2,5]thiadiazepin-8-yl)phenyl)phosphonic acid